4-((cis)-4-methoxycyclohexyl)-6-(trimethylstannyl)-3,4-dihydropyrazino[2,3-b]Pyrazine-2(1H)-one CO[C@H]1CC[C@H](CC1)N1CC(NC2=NC=C(N=C21)[Sn](C)(C)C)=O